C(C)(C)(C)OC(=O)N1[C@@H]([C@@H](C(C1)=O)OC(C)=O)CC1=CC=C(C=C1)OC.C1(=C(C=CC=C1)C=1C(=C2C(=CC1)N=C1C=CC3=C4C=CC=CC4=NC3=C12)C1=NC2=C(C(=N1)C1=CC=CC=C1)SC1=C2C=CC=C1C1=CC=CC=C1)C=1C(=CC=CC1)C1=CC=CC=C1 (terphenylyl)(diphenylbenzothienopyrimidineyl)indolocarbazole tert-butyl-(2R,3S)-3-(acetyloxy)-2-[(4-methoxyphenyl)methyl]-4-oxopyrrolidine-1-carboxylate